C(C)N1CC2(OC3(CC3)C1=O)CCN(CC2)CC2=NC=CC=C2 12-ethyl-8-(pyridin-2-ylmethyl)-4-oxa-8,12-diazadispiro[2.1.5.3]tridecan-13-one